lanthanum iron trioxide [O-2].[O-2].[O-2].[Fe+2].[La+3]